dithiazine CCN\1C2=CC=CC=C2S/C1=C\C=C\C=C\C3=[N+](C4=CC=CC=C4S3)CC.[I-]